OCCC1=NC2=CC=CC=C2C1(C)C (2-hydroxyethyl)3,3-dimethylindole